(3S,4R)-tert-butyl 3-fluoro-4-methoxypiperidine-1-carboxylate F[C@H]1CN(CC[C@H]1OC)C(=O)OC(C)(C)C